CC1(CCC(O1)\C(=C/CO)\C)C 3-(5,5-dimethyltetrahydro-2-furyl)-(Z)-2-butenol